(1s,3s)-3-((5-(8-fluoroimidazo[1,2-a]pyridin-6-yl)-4-methoxy-7H-pyrrolo[2,3-d]pyrimidin-2-yl)amino)-1-methylcyclobutan-1-ol FC=1C=2N(C=C(C1)C1=CNC=3N=C(N=C(C31)OC)NC3CC(C3)(O)C)C=CN2